5-methyl-2-oxo-1-phenyl-1,2-dihydropyridine-3-formic acid CC=1C=C(C(N(C1)C1=CC=CC=C1)=O)C(=O)O